ClC=1C(=NC(=NC1)NC=1C=C(C(=CC1OC)N(C)CCN(C)C)N)C=1C=NN2C1C=CC=C2 N4-(5-Chloro-4-pyrazolo[1,5-a]pyridin-3-ylpyrimidin-2-yl)-N1-(2-dimethylaminoethyl)-5-methoxy-N1-methylbenzene-1,2,4-triamine